N-(5-amino-1-cyclopropyl-1H-pyrazol-3-yl)-4-chlorobutanamide NC1=CC(=NN1C1CC1)NC(CCCCl)=O